C(CN(CC(=O)O)CC(=O)O)N(CC(=O)O)CC(=O)O Ethylenedi-aminetetraacetic acid